CCCCCCCCC(CCCCCCCC)C(C(=O)O)CCCCCCN(CCCCCC(OCCCCCCCCCCC)=O)CCO 9-heptadecanyl-8-[(2-hydroxyethyl)[6-oxo-6-(undecyloxy)hexyl]amino]-octanoic acid